ClC1=CC(=C(O\C(\C(=O)OC)=C/OC)C=C1N1N=C(C=C1)C(F)(F)F)C methyl (Z)-2-[4-chloro-2-methyl-5-[3-(trifluoromethyl)pyrazol-1-yl]phenoxy]-3-methoxy-prop-2-enoate